C(N)(=O)C1=C(N=C(N1NC)[C@H]1N(CCCC1)C(=O)OC(C)(C)C)C1=CC=C(C=C1)C(NC1=NC=CC(=C1)CC)=O (S)-tert-butyl 2-(5-carbamoyl-4-(4-((4-ethylpyridin-2-yl)carbamoyl)phenyl)-1-(methylamino)-1H-imidazol-2-yl)piperidine-1-carboxylate